BrC1=CN=C2N1C=C(N=C2C)C(=O)N(C)C2=CC(=C(C=C2)F)C 3-bromo-N-(4-fluoro-3-methyl-phenyl)-N,8-dimethyl-imidazo[1,2-a]pyrazine-6-carboxamide